tert-Butyl 4-(7-(benzyloxy)-2'-(((S)-pyrrolidin-2-yl)methoxy)-3,4,5',8'-tetrahydro-2H,6'H-spiro[naphthalene-1,7'-quinazolin]-4'-yl)piperazine-1-carboxylate C(C1=CC=CC=C1)OC1=CC=C2CCCC3(CCC=4C(=NC(=NC4C3)OC[C@H]3NCCC3)N3CCN(CC3)C(=O)OC(C)(C)C)C2=C1